N-(6-methoxy-1-methylindazol-7-yl)-N-methyl-6-[4-(trifluoromethyl)pyrazol-1-yl]pyridine-3-sulfonamide COC1=CC=C2C=NN(C2=C1N(S(=O)(=O)C=1C=NC(=CC1)N1N=CC(=C1)C(F)(F)F)C)C